4-methyl-6,7-dihydropyrazolo[1,5-a]pyrazine-5(4H)-carboxylic acid tert-butyl ester C(C)(C)(C)OC(=O)N1C(C=2N(CC1)N=CC2)C